C(C)(C)(C)OC(=O)N1C[C@H](CC1)[C@@H](C(=O)O)CC1=CC(=CC(=C1)NC(=O)N)C (2S)-2-[(3R)-1-tert-butoxycarbonylpyrrolidin-3-yl]-3-(3-methyl-5-ureido-phenyl)propanoic acid